(Z)-2-(4-((6-chloro-7-methyl-1H-indol-3-yl)methylene)-2,5-dioxoimidazolidin-1-yl)-2-(3,4-difluorophenyl)-N-((4-hydroxylbicyclo[2.2.2]octan-1-yl)methyl)acetamide ClC1=CC=C2C(=CNC2=C1C)\C=C\1/NC(N(C1=O)C(C(=O)NCC12CCC(CC1)(CC2)O)C2=CC(=C(C=C2)F)F)=O